6-((1-(benzo[b]thiophen-4-yl)piperidin-4-yl)methyl)-4,5,6,7-tetrahydrobenzo[D]thiazole-2,6-diamine S1C2=C(C=C1)C(=CC=C2)N2CCC(CC2)CC2(CC1=C(N=C(S1)N)CC2)N